2-fluoroethan-1-one FCC=O